perfluoroammonium nonanoate C(CCCCCCCC)(=O)[O-].F[N+](F)(F)F